ClC1=C(C=CC2=C1C(=N[C@H](C=1N2C=C(N1)C(=O)N[C@@H]1C[C@H](C1)O)C)C1=NC=CC=C1F)C(F)(F)F (4S)-7-chloro-6-(3-fluoro-2-pyridinyl)-N-(trans-3-hydroxycyclobutyl)-4-methyl-8-(trifluoromethyl)-4H-imidazo[1,2-a][1,4]benzodiazepine-2-Carboxamide